FC1(CC(C1)NC1=NC(=NC(=N1)NC1CC(C1)(F)F)C1=C(C(CCCC1)=O)F)F 3-(4,6-bis((3,3-difluorocyclobutyl)amino)-1,3,5-triazin-2-yl)-2-fluorocyclohept-2-en-1-one